O1CC(C1)CC=1SC=CN1 2-(oxetan-3-ylmethyl)thiazol